C(C)N(C(COC1=C(C=CC=C1)C)=O)CC1OCCC1 N-ethyl-2-(2-methyl-phenoxy)-N-(tetrahydrofuran-2-ylmethyl)acetamide